5-((butylamino)methyl)-4-iodopyridine-2(1H)-one C(CCC)NCC=1C(=CC(NC1)=O)I